NCCC[Si](OCC)(OCC)C 3-aminopropylmethyldiethoxy-silane